C(C1CO1)N(C1=CC=C(C=C1)OCC1CO1)CC1CO1 N,N,O-tris(glycidyl)-4-aminophenol